NC1=NNC=2C1=NC(=CC2)C2=C(C=C(C=C2)S(=O)(=O)NC2CCC(CC2)O)C 4-(3-amino-1H-pyrazolo[4,3-b]pyridin-5-yl)-N-((1s,4s)-4-hydroxycyclohexyl)-3-methylbenzenesulfonamide